(2S,4S)-1-tert-butoxycarbonyl-4-[[6-[2-methyl-3-[2-(methylamino)ethylamino]indazol-4-yl]-2-pyridyl]amino]pyrrolidine-2-carboxylic acid C(C)(C)(C)OC(=O)N1[C@@H](C[C@@H](C1)NC1=NC(=CC=C1)C=1C2=C(N(N=C2C=CC1)C)NCCNC)C(=O)O